C(CC)C=1SC=CN1 2-propyl-1,3-thiazole